C(C=C)(=O)O.C(C)(C)(C)C=1C(=C(C(O)=CC1)O)C(C)(C)C ditertbutyl-catechol acrylate